C1(CC1)NC(=O)C=1C(N(C=2N(C1O)N=C(C2\C=C\C(=O)N2CCOCC2)C)CC2CCOCC2)=O (E)-N-Cyclopropyl-7-hydroxy-2-methyl-3-(3-morpholino-3-oxoprop-1-en-1-yl)-5-oxo-4-((tetrahydro-2H-pyran-4-yl)methyl)-4,5-dihydropyrazolo[1,5-a]pyrimidine-6-carboxamide